CC1=C(C=C(C(=O)NN)C=C1)[N+](=O)[O-] 4-methyl-3-nitrobenzohydrazide